4,7-dimethyl-3-(1-methyl-1H-pyrazol-3-yl)imidazo[1,5-a]quinazolin-5(4H)-one CN1C=2N(C3=CC=C(C=C3C1=O)C)C=NC2C2=NN(C=C2)C